2-[[4-[2-(4-hydroxy-4-phenyl-piperidin-1-yl)-2-oxo-ethyl]-6-(4-sulfamoyl-benzylamino)-2-pyrimidinyl]amino]-4-methyl-5-thiazolecarboxylic acid ethyl ester C(C)OC(=O)C1=C(N=C(S1)NC1=NC(=CC(=N1)CC(=O)N1CCC(CC1)(C1=CC=CC=C1)O)NCC1=CC=C(C=C1)S(N)(=O)=O)C